NC1=C2N=CN(C2=NC=N1)C[C@@H](C)OCP(OCCCSCCCCCCCCCCCCCC[Si](C)(C)C)(O)=O 3-((14-(trimethylsilyl)tetradecyl)thio)propyl hydrogen ((((R)-1-(6-amino-9H-purin-9-yl)propan-2-yl)oxy)methyl)phosphonate